N1C(CC=CC1=O)=O 2,6(1H,3H)-pyridinedione